CN(/C=C/C(=O)C1=CC=C(C=C1)N1CCC(CC1)CN1C(CCC1)=O)C (E)-1-((1-(4-(3-(dimethylamino)acryloyl)phenyl)piperidin-4-yl)methyl)pyrrolidin-2-one